6-chloro-1-methyl-2-(4-(methylsulfonyl)phenyl)-4-(trifluoromethyl)-1H-imidazo[4,5-c]pyridine ClC1=CC2=C(C(=N1)C(F)(F)F)N=C(N2C)C2=CC=C(C=C2)S(=O)(=O)C